5-chloro-N2-(1-ethyl-1H-pyrazol-4-yl)-N4-((3S,4S)-4-fluoropyrrolidin-3-yl)-7H-pyrrolo[2,3-d]pyrimidine-2,4-diamine ClC1=CNC=2N=C(N=C(C21)N[C@H]2CNC[C@@H]2F)NC=2C=NN(C2)CC